N=1N=CN2C=NC(=CC21)OC2=C(C=C(C=C2)NC2=NC=NC1=CC=C(C=C21)NC(=S)NCC(C)(C)N)C 1-(4-((4-([1,2,4]triazolo[4,3-c]pyrimidin-7-yloxy)-3-methylphenyl)amino)quinazolin-6-yl)-3-(2-amino-2-methylpropyl)thiourea